1,5-xylene C1(=CC=CC(=C1)C)C